C(C1=CC=CC=C1)OC(=O)C1CC(C1)C#N (1r,3r)-3-cyanocyclobutane-1-carboxylic acid benzyl ester